N1N=CN=C1NC1=CC=NC=N1 6-(1H-1,2,4-triazol-5-ylamino)pyrimidin